5-[5-[(1R)-1-(3,5-dichloro-2-methyl-4-pyridyl)ethoxy]-1H-indazol-3-yl]-2-[3-(2,2,2-trifluoroethyl)azetidin-1-yl]pyridine-3-carbonitrile ClC=1C(=NC=C(C1[C@@H](C)OC=1C=C2C(=NNC2=CC1)C=1C=C(C(=NC1)N1CC(C1)CC(F)(F)F)C#N)Cl)C